C(C(\C=C/CCCCCCCC\C=C/CCCC)=O)OCOCOCC(\C=C/CCCCCCCC\C=C/CCCC)=O (3Z,13Z)-3,13-octadecdienonoxymethyl ether